bis-(4-hydroxy-3-methylphenyl)-methane OC1=C(C=C(C=C1)CC1=CC(=C(C=C1)O)C)C